1H-pyrazol-1-yl-propan-2-ol N1(N=CC=C1)CC(C)O